C1(CC1)COC1=NN=C(S1)NC(C1=CN=CC=C1C1=C(C=CC=C1)OC)=O N-(5-(cyclopropylmethoxy)-1,3,4-thiadiazol-2-yl)-4-(2-methoxyphenyl)nicotinamide